(3S)-3-phenylpyrrolidine hydrochloride Cl.C1(=CC=CC=C1)[C@H]1CNCC1